CCCCCCC(C)C i-nonan